C(C)(C)(C)OC(=O)N1C2CN(CC1C2)C=2OC1=C(N2)C=C(C=C1Br)OC(F)(F)F.C(C1CO1)C(=C(C(=O)O)C)CC1CO1.OC1=CC=C(C=C1)C(C)(C)C1=CC=C(C=C1)O bisphenol a diglycidyl-methacrylate tert-Butyl-3-(7-bromo-5-(trifluoromethoxy)benzo[d]oxazol-2-yl)-3,6-diazabicyclo[3.1.1]heptane-6-carboxylate